3α-acetoxy-5α-pregnan-20-one C(C)(=O)O[C@H]1C[C@@H]2CC[C@H]3[C@@H]4CC[C@H](C(C)=O)[C@]4(CC[C@@H]3[C@]2(CC1)C)C